2-methyl-3-pentyl-2-butenedioic acid CC(C(=O)O)=C(C(=O)O)CCCCC